NN1C(N(C2=C(C(=C(C=C2C1=O)F)F)C)C1CC1)=O 3-amino-1-cyclopropyl-6,7-difluoro-8-methyl-2,4(1H,3H)-quinazolinedione